(3S,6S,7aS,8aR,9aR)-6-((tert-butoxycarbonyl)amino)-8,8-difluoro-5-oxodecahydro-1H-cyclopropa[d]pyrrolo[1,2-a]azocine-3-carboxylic acid C(C)(C)(C)OC(=O)N[C@H]1C[C@H]2[C@@H](C[C@@H]3N(C1=O)[C@@H](CC3)C(=O)O)C2(F)F